N-{(2S,3R)-2-[(3'-chloro-2,4'-difluoro[1,1'-biphenyl]-3-yl)methyl]-4,4-difluoro-1-[(2R)-oxetane-2-carbonyl]pyrrolidin-3-yl}ethanesulfonamide ClC=1C=C(C=CC1F)C1=C(C(=CC=C1)C[C@@H]1N(CC([C@@H]1NS(=O)(=O)CC)(F)F)C(=O)[C@@H]1OCC1)F